C(#N)\N=C(\NC)/C=1C=C(SC1)CNC(=O)[C@H]1N([C@H]2C[C@]2(C1)C)C(CNC(C1=CC=C(C=C1)OC1=CC=CC=C1)=O)=O (1S,3S,5S)-N-((4-((E)-N'-cyano-N-methylcarbamimidoyl)thiophen-2-yl)methyl)-5-methyl-2-((4-phenoxybenzoyl)glycyl)-2-azabicyclo[3.1.0]hexane-3-carboxamide